O1CCN(CC1)C[Si](C1=CC=C(C=C)C=C1)(OCC)OCC 4-(morpholinomethyldiethoxysilyl)styrene